NC1=NC2=CC(=CC=C2C=C1Br)O[C@H]1CC[C@]2([C@@H]1O[C@H]([C@@H]2O)N2C=C(C1=C2N=CN=C1N)C1CC1)O (2R,3R,3aS,6S,6aR)-6-[(2-amino-3-bromoquinolin-7-yl)oxy]-2-(4-amino-5-cyclopropyl-7H-pyrrolo[2,3-d]pyrimidin-7-yl)hexahydro-3aH-cyclopenta[b]furan-3,3a-diol